C(CCCCCCC\C=C/C\C=C/CCCCC)(=O)OCCCCCCCCCCCCCCCCCC.C(CCCCCCC\C=C/C\C=C/CCCCC)(=O)OCCCCCCCCCCCCCCCCCC distearyl dilinoleate